4-dimethylamino-7-(2-C-methyl-β-D-ribofuranosyl)-7H-pyrrolo[2,3-d]pyrimidine CN(C=1C2=C(N=CN1)N(C=C2)[C@H]2[C@](O)([C@H](O)[C@H](O2)CO)C)C